N,4-dimethyl-5-(2-((5-(4-methylpiperazin-1-yl)pyridin-2-yl)amino)pyrimidin-4-yl)thiazol-2-amine CNC=1SC(=C(N1)C)C1=NC(=NC=C1)NC1=NC=C(C=C1)N1CCN(CC1)C